N-(4-fluoro-2-formylbenzyl)-N-(2-oxo-2-((2'-oxo-1,1',2',3-tetrahydrospiro[indene-2,3'-pyrrolo[2,3-b]pyridin]-5-yl)amino)ethyl)pivalamide FC1=CC(=C(CN(C(C(C)(C)C)=O)CC(NC=2C=C3CC4(C(NC5=NC=CC=C54)=O)CC3=CC2)=O)C=C1)C=O